[N+](=O)(OCC(CO[N+](=O)[O-])(O)C1CCN(CC1)S(=O)(=O)C1=CC(=C(C=C1)OCCC)C=1NC(C2=C(N1)C(=CN2CC)CCC)=O)[O-] 2-(1-((3-(5-Ethyl-4-oxo-7-propyl-4,5-dihydro-3H-pyrrolo[3,2-d]pyrimidin-2-yl)-4-propoxyphenyl) sulfonyl) piperidin-4-yl)-2-hydroxypropane-1,3-diyl dinitrate